6-(trifluoromethyl)thieno[3,2-d]pyrimidine-2,4(1H,3H)-dione FC(C1=CC=2NC(NC(C2S1)=O)=O)(F)F